(isobutyryloxy)methyl 4-((5,6,7,8-tetrahydronaphthalen-2-yl)oxy)-1H-1,2,3-triazole-5-carboxylate C1=C(C=CC=2CCCCC12)OC=1N=NNC1C(=O)OCOC(C(C)C)=O